C(C)(C)(C)OC(=O)N1CCN(CC1)C1=C(C=C(C(=O)O)C(=C1)[2H])F 4-(4-(tert-Butyloxycarbonyl)piperazine-1-yl)-3-fluorobenzoic acid-6-d